[Si](C)(C)(C(C)(C)C)OCCN1N=C(C(=C1C(=O)O)C(F)(F)F)C1=CC=CC=C1 1-(2-((tert-butyldimethylsilyl)oxy)ethyl)-3-phenyl-4-(trifluoromethyl)-1H-pyrazole-5-carboxylic acid